O[C@]1([C@@H](CCC1)N1CC(=CC2=C1N=C(N=C2)NC2CC=C(CC2)S(=O)(=O)C)I)C 8-((1R,2R)-2-hydroxy-2-methylcyclopentyl)-6-iodo-2-((4-(methylsulfonyl)cyclohex-3-en-1-yl)amino)pyrido[2,3-d]-Pyrimidine